C(C)N1C(NC2=C(C1=O)SC(=C2)CN2CCN(CC2)C=2C=CC(=NC2C)C(=O)N)=O 5-(4-((3-ethyl-2,4-dioxo-1,2,3,4-tetrahydrothieno[3,2-d]pyrimidin-6-yl)methyl)piperazin-1-yl)-6-methylpicolinamide